ClC1=CC=C(C(=N1)C(=O)O)NC(C)C1=C2C=C(N(C(C2=CC(=C1)C)=O)C)C1=CCC(CC1)(C)C 6-chloro-3-((1-(3-(4,4-dimethylcyclohex-1-en-1-yl)-2,7-dimethyl-1-oxo-1,2-dihydroisoquinolin-5-yl)ethyl)amino)picolinic acid